FC=1C=CC2=C(CCO2)C1CNC1=NC=C(C=2N1C=C(N2)C(=O)OCC)C=2C(=NC=CC2)C ethyl 5-(((5-fluoro-2,3-dihydrobenzofuran-4-yl)methyl)amino)-8-(2-methylpyridin-3-yl)imidazo[1,2-c]pyrimidine-2-carboxylate